N-(2,6-difluoro-3-nitrophenyl)-2,2-difluoro-N-methylacetamide FC1=C(C(=CC=C1[N+](=O)[O-])F)N(C(C(F)F)=O)C